CS(=O)(=O)NCCC(=O)NC=1C=CC=2N(C1)N=CC2C2=CC=CC(=N2)C2CN(CCC2)C(=O)OC(C)(C)C tert-butyl 3-(6-(6-(3-(methylsulfonamido)-propanamido)pyrazolo[1,5-a]pyridin-3-yl)pyridin-2-yl)piperidine-1-carboxylate